FC=1C=C(C=C(C1)F)N(C1=CC=C2C(=C(C(N(C2=C1)C1=CC=CC=C1)=O)C(C(F)(F)F)=O)O)C1=CC(=CC(=C1)F)F 7-[bis(3,5-difluorophenyl)amino]-4-hydroxy-1-phenyl-3-(2,2,2-trifluoroethan-1-one-1-yl)quinolin-2(1H)-one